5,18,22,35-tetraoxo-8,11,14,26,29,32-hexaoxa-4,17,23,36-tetraazanonatriacontane-1,39-dioic acid trifluoroacetate FC(C(=O)O)(F)F.O=C(NCCC(=O)O)CCOCCOCCOCCNC(CCCC(NCCOCCOCCOCCC(NCCC(=O)O)=O)=O)=O